C(C)(C)(C)OC(NC1=CC(=C(C=C1)N)NC1CCC1)=O.FC=1C(=NC=C(C1)C(F)(F)F)C(=O)N(C)OC 3-fluoro-N-methoxy-N-methyl-5-(trifluoromethyl)picolinamide tert-butyl-N-[4-amino-3-(cyclobutylamino)phenyl]carbamate